FC1=CC(=C(C=C1)N1CN(C(C2=CC=C(C=C12)C(F)(F)F)=O)C=1C(=NC(=CC1)OC)C)C 1-(4-fluoro-2-methylphenyl)-3-(6-methoxy-2-methylpyridin-3-yl)-7-(trifluoromethyl)-2,3-dihydroquinazolin-4(1H)-one